rac-(R)-1-(3,3-difluoro-2,3-dihydrobenzofuran-7-yl)ethylamine hydrochloride Cl.FC1(COC2=C1C=CC=C2[C@@H](C)N)F |r|